3-carbamoyl-1-isopropyl-pyridin-1-ium chloride [Cl-].C(N)(=O)C=1C=[N+](C=CC1)C(C)C